5-phenoxy-1,3-benzenediol O(C1=CC=CC=C1)C=1C=C(C=C(C1)O)O